N-{[4-({[(4-fluorophenyl)methyl]amino}carbonylamino)phenyl]methyl}propanamide FC1=CC=C(C=C1)CNC(=O)NC1=CC=C(C=C1)CNC(CC)=O